C(#N)C1=CC2=C(C(=NO2)C2=C(C=CC=C2)[C@H](CC2=NC=CC=C2)N)C=C1 (S)-1-[2-(6-Cyanobenzo[d]isoxazol-3-yl)phenyl]-2-(pyridine-2-yl)ethan-1-amine